Stearic acid calcium salt [Ca+2].C(CCCCCCCCCCCCCCCCC)(=O)[O-].C(CCCCCCCCCCCCCCCCC)(=O)[O-]